ClC=1C=C2C(=CN(C(C2=C(C1)F)=O)C)C(C)C 6-chloro-8-fluoro-4-isopropyl-2-methylisoquinolin-1(2H)-one